(1-(3-chloro-5-isopropylisoquinolin-8-yl)azetidin-3-yl)methanol ClC=1N=CC2=C(C=CC(=C2C1)C(C)C)N1CC(C1)CO